FC(C1=CC=C(C(=N1)C1=CC=2N(C=C1)C=CN2)C2=CN=C(O2)CC(C)(C)C)F 5-(6-(Difluoromethyl)-2-(imidazo[1,2-a]pyridin-7-yl)pyridin-3-yl)-2-neopentyloxazol